(2R,4R)-N-(4-tert-butylphenyl)-N-[2-[(4,4-difluorocyclohexyl)amino]-2-oxo-1-pyrazin-2-yl-ethyl]-4-hydroxy-4-methyl-pyrrolidine-2-carboxamide C(C)(C)(C)C1=CC=C(C=C1)N(C(=O)[C@@H]1NC[C@](C1)(C)O)C(C(=O)NC1CCC(CC1)(F)F)C1=NC=CN=C1